N-(6-chloro-4-(propan-2-yl)-1,5-naphthyridin-3-yl)-N'-(5-chloro-2-(trifluoromethyl)pyridin-4-yl)urea ClC=1N=C2C(=C(C=NC2=CC1)NC(=O)NC1=CC(=NC=C1Cl)C(F)(F)F)C(C)C